3-(((5-cyanopyridin-2-yl)amino)methyl)-4-methyl-N-(3-(4-methyl-1H-imidazol-1-yl)-5-(trifluoromethyl)phenyl)benzamide C(#N)C=1C=CC(=NC1)NCC=1C=C(C(=O)NC2=CC(=CC(=C2)C(F)(F)F)N2C=NC(=C2)C)C=CC1C